C(CC)OCC1C(C)O1 2,3-epoxy(propyloxy)butane